ClC1=CC(=C2C(=N1)C=C(O2)[C@H]2[C@H](CCCC2)NC(OC(C)(C)C)=O)Cl tert-butyl ((1S,2R)-2-(5,7-dichlorofuro[3,2-b]pyridin-2-yl)cyclohexyl)carbamate